D-glycero-D-altroheptitol C([C@@H](O)[C@H](O)[C@H](O)[C@H](O)[C@H](O)CO)O